2'-deoxycytidine 5'-triphosphate P(O)(=O)(OP(=O)(O)OP(=O)(O)O)OC[C@@H]1[C@H](C[C@@H](O1)N1C(=O)N=C(N)C=C1)O